(Z)-(2-(2-chlorophenyl)-2-(2-(trimethylsilyl)phenyl)vinyl)trimethylsilane ClC1=C(C=CC=C1)\C(=C/[Si](C)(C)C)\C1=C(C=CC=C1)[Si](C)(C)C